NCCOCCOCCC(=O)N[C@@H](C)C(=O)O (3-(2-(2-aminoethoxy)ethoxy)propanoyl)-L-alanine